FC1=CC=C(C=C1)C(=O)C1=CC=C(C=C1)C=1N=C(NC1C1=CC=CC=C1)C1=CC(=CC=C1)F (4-fluorophenyl)(4-(2-(3-fluorophenyl)-5-phenyl-1H-imidazol-4-yl)phenyl)methanone